BrC1=NC(=C(C(=O)N)C(=C1)C(CO)=O)OC1CC1 6-bromo-2-cyclopropyloxy-4-(2-hydroxyacetyl)nicotinamide